C1CCC2=C(C=3CCCC3C=C12)NC(=O)NS(=O)(=O)C1=CC(=CC=C1)C(F)(F)F N-((1,2,3,5,6,7-hexahydro-s-indacen-4-yl)carbamoyl)-3-(trifluoromethyl)benzenesulfonamide